C(CCC)OC(=O)N1CCN(CC1)CC1=CC=C(C=C1)N1C(=NC=2C1=NC=C(C2)Br)C=2C(=NC=CC2)N.NC2=CC=C(OC1=CC=C(C=C1)C(C(F)(F)F)(C(F)(F)F)C1=CC=C(C=C1)OC1=CC=C(C=C1)N)C=C2 2,2-bis[4-(4-aminophenoxy)phenyl]Hexafluoropropane Z-Butyl-4-(4-(2-(2-aminopyridin-3-yl)-6-bromo-3H-imidazo[4,5-b]pyridin-3-yl)benzyl)piperazine-1-carboxylate